ClC=1N=CC(=NC1)COC1=NN=C(S1)NC(=O)C=1C=NC(=CC1C1=C(C=CC=C1)OC)C N-[5-[(5-chloropyrazin-2-yl)methoxy]-1,3,4-thiadiazol-2-yl]-4-(2-methoxyphenyl)-6-methylpyridine-3-carboxamide